(2S,3S,4R,5R)-5-(2-benzyl-6-(methylamino)-9H-purin-9-yl)-N-ethyl-3,4-dihydroxytetrahydrofuran-2-Carboxamide C(C1=CC=CC=C1)C1=NC(=C2N=CN(C2=N1)[C@H]1[C@@H]([C@@H]([C@H](O1)C(=O)NCC)O)O)NC